CC1=CC=CC(=N1)NC(=O)C1=C(C=C(C=C1)C1=CC=CC=C1)C(=O)O 4-[(6-methylpyridin-2-yl)carbamoyl]-[1,1'-biphenyl]-3-carboxylic acid